1-((R or S)-1-(4,5-dimethyl-6-((1R,5S)-2-oxo-3-azabicyclo[3.1.0]hexan-3-yl)pyridazin-3-yl)ethyl)-1H-1,2,3-triazole-4-carboxamide CC1=C(N=NC(=C1C)N1C([C@@H]2C[C@@H]2C1)=O)[C@@H](C)N1N=NC(=C1)C(=O)N |o1:15|